C(CCCCCCCCC)(=O)N1CCOCC1 n-Decanoyl-morpholine